BrC=1C(=NC(=NC1)NC1=CC=C2C(C(N(C2=C1)C)=O)(C)C)NC1=C(C=CC=C1)S(=O)(=O)C(C)C 6-[[5-bromo-4-(2-isopropylsulfonylanilino)pyrimidin-2-yl]amino]-1,3,3-trimethyl-indolin-2-one